3-fluoro-N-(3-fluoro-5-(3-morpholinoquinoxaline-6-carbonyl)phenyl)benzamide FC=1C=C(C(=O)NC2=CC(=CC(=C2)C(=O)C=2C=C3N=C(C=NC3=CC2)N2CCOCC2)F)C=CC1